NC=1N=CC(=NC1Br)C=1C=NN(C1)C[C@@H]1CN([C@@H](CO1)C)C(=O)OC(C)(C)C tert-butyl (2S,5R)-2-((4-(5-amino-6-bromopyrazin-2-yl)-1H-pyrazol-1-yl)methyl)-5-methylmorpholine-4-carboxylate